6-(2-oxo-1-oxa-3,8-diazaspiro[4.5]decan-8-yl)-3-azabicyclo[3.2.1]octane-3-carboxylic acid ethyl ester C(C)OC(=O)N1CC2CC(C(C1)C2)N2CCC1(CNC(O1)=O)CC2